N[C@@H](CCCCN)C(=O)O.C(=O)(OC)OC(=O)O Methyl Dicarbonate L-Lysine Salt